NC=1C2=C(N=CN1)C=C(N2C2CCN(CC2)CC2=NC(=CC=N2)C)C2=C(C=C(C=C2)NC(C=C)=O)OC N-(4-(4-amino-5-(1-((6-methylpyrimidin-2-yl)methyl)piperidin-4-yl)-5H-pyrrolo[3,2-d]pyrimidin-6-yl)-3-methoxyphenyl)acrylamide